undecenediol C(=CCCCCCCCCC)(O)O